7-(3-(1H-pyrazol-1-yl)-7,8-dihydro-1,6-naphthyridin-6(5H)-yl)-2-(difluoromethyl)-8-methyl-4H-pyrimido[1,2-b]pyridazin-4-one N1(N=CC=C1)C=1C=NC=2CCN(CC2C1)C=1C(=CC=2N(N1)C(C=C(N2)C(F)F)=O)C